BrC1=CC=C(C=C1)[C@H]([C@H](N)C1=CC=C(C=C1)Br)N (1R,2R)-1,2-bis(4-bromophenyl)ethylenediamine